ClC1=NC=CC(=N1)C1=CN(C2=C(C=CC=C12)N)COCC[Si](C)(C)C 3-(2-chloropyrimidin-4-yl)-1-{[2-(trimethylsilyl)ethoxy]methyl}-1H-indol-7-amine